C1=C(C=CC2=CC=CC=C12)C=1C2=CC=CC=C2C(=C2C=CC(=CC12)C(C)(C)C)C1=CC2=CC=CC=C2C=C1 9,10-Di-(2-naphthyl)-2-t-butyl-anthracene